trimethoxysilyloctylbis(trimethoxysilylpropylamino)methyl ethyl sulfide C(C)SC(NCCC[Si](OC)(OC)OC)(NCCC[Si](OC)(OC)OC)CCCCCCCC[Si](OC)(OC)OC